C(C)OC([C@H](CCCl)N)=O L-2-amino-4-chlorobutyric acid ethyl ester